5-bromo-1-(4-fluorophenyl)-6-((methylamino)methyl)-2-oxo-1,2-dihydropyridine-3-carboxylic acid ethyl ester C(C)OC(=O)C=1C(N(C(=C(C1)Br)CNC)C1=CC=C(C=C1)F)=O